C(C)(=O)[O-].[Cs+] cesium acetate salt